C1(CCCCCCC1)NC(=O)C=1NC2=CC=C(C=C2C1)NC1=NC=CC(=N1)C1=C(N=C(S1)NC)C N-cyclooctyl-5-((4-(4-methyl-2-(methylamino)thiazol-5-yl)pyrimidin-2-yl)amino)-1H-indole-2-carboxamide